N-[(2-Amino-3-pyridyl)sulfonyl]-6-norbornan-2-yl-2-[(4S)-2,2,4-trimethylpyrrolidin-1-yl]pyridin-3-carboxamid NC1=NC=CC=C1S(=O)(=O)NC(=O)C=1C(=NC(=CC1)C1C2CCC(C1)C2)N2C(C[C@@H](C2)C)(C)C